C1(CCC1)C1=C(NC=2N=CC=3C=CC(=CC3C21)C=2C=NN(C2)C)[Si](C)(C)C 1-cyclobutyl-8-(1-methyl-1H-pyrazol-4-yl)-2-(trimethylsilyl)-3H-pyrrolo[2,3-c]isoquinoline